Cl.CN1N=CC(=C1)B(O)O 1-METHYL-1H-PYRAZOLE-4-BORONIC ACID HYDROCHLORIDE